1-[2-[(1R,5S)-3-azabicyclo[3.1.0]hexane-3-yl]-8-(2-chlorophenyl)-9-(4-chlorophenyl)purin-6-yl]-4-methyl-piperidine-4-carboxamide [C@@H]12CN(C[C@H]2C1)C1=NC(=C2N=C(N(C2=N1)C1=CC=C(C=C1)Cl)C1=C(C=CC=C1)Cl)N1CCC(CC1)(C(=O)N)C